BrC1=C(C=C(C(=O)N2CC=3N=C(N(C(C3C[C@H]2C)=O)C2=CC=C3C(=N2)N=CN3C)SC)C=C1)C(F)(F)F (R)-7-(4-bromo-3-(trifluoromethyl)benzoyl)-6-methyl-3-(1-methyl-1H-imidazo[4,5-b]pyridin-5-yl)-2-(methylsulfanyl)-5,6,7,8-tetrahydropyrido[3,4-d]pyrimidin-4(3H)-one